1-[8-[(3R)-3-methylpiperazin-1-yl]-4-isoquinolinyl]Hexahydropyrimidine-2,4-dione C[C@@H]1CN(CCN1)C=1C=CC=C2C(=CN=CC12)N1C(NC(CC1)=O)=O